CN1N=CC=2N=C(N=C(C21)NC2CCC(CC2)N2CCOCC2)NC=2C=NN(C2)CCOCCOCCNC(OC(C)(C)C)=O tert-butyl N-[2-[2-[2-[4-[[1-methyl-7-[(4-morpholinocyclohexyl)amino]pyrazolo[4,3-d]pyrimidin-5-yl]amino]pyrazol-1-yl]ethoxy]ethoxy]ethyl]carbamate